N-(4-chlorophenyl)-5-(trifluoromethyl)-[1,1'-biphenyl]-3-amine ClC1=CC=C(C=C1)NC=1C=C(C=C(C1)C(F)(F)F)C1=CC=CC=C1